(2S,4R)-2-amino-4-methylheptanoic acid N[C@H](C(=O)O)C[C@@H](CCC)C